F[C@H]1[C@@H]2COCCN([C@H]12)C=1C2=C(N=C(N1)Cl)C(=C(N=C2Cl)Cl)F (1S,7S,8S)-8-Fluoro-2-(2,5,7-trichloro-8-fluoropyrido[4,3-d]pyrimidin-4-yl)-5-oxa-2-azabicyclo[5.1.0]octane